NC1SC2=C(N1CC)C=CC=C2 2-amino-3-ethylbenzo[d]thiazole